C(C1=CC=CC=C1)[C@@H]1N(OCC1)C1=CC(=NC=N1)NC1=CC=C(C=C1)N1CCN(CC1)C (S)-6-(3-benzylisooxazolidin-2-yl)-N-(4-(4-methylpiperazin-1-yl)phenyl)pyrimidin-4-amine